aluminum triethanolate C(C)[O-].C(C)[O-].C(C)[O-].[Al+3]